[C@@H]12CN(C[C@H]2C1)C1=C(C=C(CN2N=CC3=C(C=CC(=C23)C(=O)NC2CC3(CC(C3)C(=O)O)C2)Cl)C=C1)F 6-(1-(4-((1R,5S)-3-azabicyclo[3.1.0]hexan-3-yl)-3-fluorobenzyl)-4-chloro-1H-indazole-7-carboxamido)spiro[3.3]heptane-2-carboxylic acid